BrC=1C=C2C(=NN(C(C2=CC1)=O)C(C(=O)NC1=NC=NC=C1F)C)C(C)C 2-(6-bromo-1-oxo-4-prop-2-ylphthalazin-2-yl)-N-(5-fluoropyrimidin-4-yl)propanamide